BrC=1C(=C(C=CC1)NC(=O)C=1N(C2=C(CNCC2)N1)C)Cl N-(3-bromo-2-chloro-phenyl)-1-methyl-4,5,6,7-tetrahydroimidazo[4,5-c]pyridine-2-carboxamide